4-[3-[2-(Carboxymethoxy)-4-(3-methylbut-2-enoxy)phenyl]-3-oxoprop-1-enyl]benzoic acid C(=O)(O)COC1=C(C=CC(=C1)OCC=C(C)C)C(C=CC1=CC=C(C(=O)O)C=C1)=O